C(CCCCCC(C)C)C(C(=O)O)CCCCC(C)C.C(CCCCCC(C)C)(=O)OCCCCCCC(C)C isononyl isononanoate (ISONONYL ISONONANOATE)